FC1=C(C(=CC=C1)O)N1N=C2N=C(N=C(C2=C1)N1[C@H](CN(CC1)C(=O)OC(C)(C)C)C)OC[C@H]1N(CCC1)C Tert-butyl (S)-4-(2-(2-fluoro-6-hydroxyphenyl)-6-(((S)-1-methylpyrrolidin-2-yl) methoxy)-2H-pyrazolo[3,4-d]pyrimidin-4-yl)-3-methylpiperazine-1-carboxylate